(benzyloxy)-5-(oxiran-2-YL)quinolin-2(1H)-one C(C1=CC=CC=C1)ON1C(C=CC2=C(C=CC=C12)C1OC1)=O